C(CCC)OC(C(CC1N(CCC1)C(=O)OCC1=CC=CC=C1)C)=O (±)-Benzyl 2-(3-butoxy-2-methyl-3-oxopropyl)pyrrolidine-1-carboxylate